NCCCCCCCNC=1C=C2C(N(C(C2=CC1)=O)C1C(N(C(CC1)=O)C)=O)=O 5-(7-aminoheptylamino)-2-(1-methyl-2,6-dioxo-3-piperidyl)isoindoline-1,3-dione